C(C1=CC=CC=C1)N1N=CC(=C1)C=1C(=CC(N(C1)C)=O)C1=CC(=CC=C1)OC 5-(1-benzyl-1H-pyrazol-4-yl)-4-(3-methoxyphenyl)-1-methylpyridin-2(1H)-one